BrC=1C=C2C(N(C(=NN2C1)CN1CC(C1)(C)O)C)=O 6-Bromo-2-((3-hydroxy-3-methylazetidin-1-yl)methyl)-3-methylpyrrolo[2,1-f][1,2,4]triazin-4(3H)-one